(R)-N-(4-(3-(1-acryloylpiperidin-3-yl)pyridin-4-yl)-2-methylbenzyl)-5-(tert-butyl)isoxazole-3-carboxamide C(C=C)(=O)N1C[C@H](CCC1)C=1C=NC=CC1C1=CC(=C(CNC(=O)C2=NOC(=C2)C(C)(C)C)C=C1)C